2-methyl-1-(2-methylphenyl)-3-(1-piperidinyl)-1-propanone hydrochloride Cl.CC(C(=O)C1=C(C=CC=C1)C)CN1CCCCC1